Bis(2,4-dichlorobenzyloxy)oxamide ClC1=C(CONC(C(NOCC2=C(C=C(C=C2)Cl)Cl)=O)=O)C=CC(=C1)Cl